2,7-dimethyl-9-(4-benzoylphenyl)acridine CC1=CC2=C(C3=CC(=CC=C3N=C2C=C1)C)C1=CC=C(C=C1)C(C1=CC=CC=C1)=O